(R)-4-(1-(4-(4-fluorophenyl)-1-(4-(trifluoromethyl)benzyl)-1H-indol-7-amido)ethyl)benzoic acid FC1=CC=C(C=C1)C1=C2C=CN(C2=C(C=C1)C(=O)N[C@H](C)C1=CC=C(C(=O)O)C=C1)CC1=CC=C(C=C1)C(F)(F)F